3-[[4-[(2R)-2-amino-4,4-dimethyl-pentoxy]-6-[2-(isopropoxymethyl)-6-methyl-phenyl]-5-methyl-pyrimidin-2-yl]sulfamoyl]benzoic acid N[C@@H](COC1=NC(=NC(=C1C)C1=C(C=CC=C1C)COC(C)C)NS(=O)(=O)C=1C=C(C(=O)O)C=CC1)CC(C)(C)C